fluoro-2H-[1,2'-bipyridin]-2-one FC=1C(N(C=CC1)C1=NC=CC=C1)=O